O=C1C2(C=3C(=CN=CC3)N1)CCN(CC2)C(=O)OC(C)(C)C tert-butyl 2'-oxo-1',2'-dihydro-1H-spiro[piperidine-4,3'-pyrrolo[2,3-c]pyridine]-1-carboxylate